3,5-dimethoxy-2-[(3''R-4''R)-p-menthenyl]-trans-stilbene COC=1C(=C(C=C(C1)OC)\C=C\C1=CC=CC=C1)C1C=C(CCC1C(C)C)C